OC=1C=C(C=2N(C1)N=CC2C#N)C=2C=NN(C2)C2OCCCC2 6-hydroxy-4-(1-(tetrahydro-2H-pyran-2-yl)-1H-pyrazol-4-yl)pyrazolo[1,5-a]pyridine-3-carbonitrile